4-amino-2-(3-chlorophenyl)-5-ethoxycarbonyl-pyrazole-3-carboxylate NC1=C(N(N=C1C(=O)OCC)C1=CC(=CC=C1)Cl)C(=O)[O-]